O=C1N(CCC(N1)=O)C1=C(C=C(C=C1)C=1CCN(CC1)C(=O)OC(C)(C)C)F tert-butyl 4-[4-(2,4-dioxo-1,3-diazinan-1-yl)-3-fluorophenyl]-3,6-dihydro-2H-pyridine-1-carboxylate